6-methyl-benzyl-DL-alanine CC1=CC=CC=C1CN[C@@H](C)C(=O)O |r|